CC1NCCCNC1 2-methyl-1,4-diazepan